[{1R,5S,6r}-6-(4-cyclopropyl-5,5-dimethyl-4,5-dihydro-1,2,4-oxadiazol-3-yl)-3-azabicyclo[3.1.0]hex-3-yl](1-isopropyl-1H-imidazol-4-yl)methanone C1(CC1)N1C(=NOC1(C)C)C1[C@H]2CN(C[C@@H]12)C(=O)C=1N=CN(C1)C(C)C